C(C)(=O)N1[C@H](CCC2=C(C(=CC=C12)C1=CC=C(C=C1)N1S(CCC1)(=O)=O)OC1=NC=C(C=N1)F)C 2-{4-[(2S)-1-acetyl-5-[(5-fluoropyrimidin-2-yl)oxy]-2-methyl-1,2,3,4-tetrahydroquinolin-6-yl]phenyl}-1λ6,2-thiazolidine-1,1-dione